[N+](#[C-])C=1C=C(C=CC1)C(=O)C1=CC=CC=C1 (3-ISOCYANOPHENYL)(PHENYL)METHANONE